CC1=C(C(=C(C(=C1CC1=CC(=C(C(=C1)C(C)(C)C)O)C(C)(C)C)C)CC1=CC(=C(C(=C1)C(C)(C)C)O)C(C)(C)C)C)CC1=CC(=C(C(=C1)C(C)(C)C)O)C(C)(C)C 1,3,5-trimethyl-2,4,6-tris(3,5-di-tert-butyl-4-hydroxy-benzyl)-benzene